FC=1C=C(C=NC1)[C@H]1N(OCC1)C(=O)C1CCN(CC1)C(=O)OC(C)(C)C tert-butyl (S)-4-(3-(5-fluoropyridin-3-yl)isoxazolidine-2-carbonyl)piperidine-1-carboxylate